difluoroamide F[N-]F